ClC1=C(C=CC=C1)Cl 1,2-dichlorobenzen